2-((2-(2,6-dioxopiperidin-3-yl)-1,3-dioxoisoindolin-4-yl)thio)acetic acid O=C1NC(CCC1N1C(C2=CC=CC(=C2C1=O)SCC(=O)O)=O)=O